oxo-1,4-dihydropyridine-2-carboxylic acid ethyl ester C(C)OC(=O)C=1NC=CC(C1)=O